FC1(CCN(CC1)C(=O)C1=CC=2C3C(CN(C2N=C1)C1=CC=2N(C=C1)C(N(N2)CC(F)(F)F)=O)C3)F 7-(6-(4,4-difluoropiperidine-1-carbonyl)-1,1a,2,7b-tetrahydro-3H-cyclopropa[c][1,8]naphthyridin-3-yl)-2-(2,2,2-trifluoroethyl)-[1,2,4]triazolo[4,3-a]pyridin-3(2H)-one